C(CCCCCCC)C(COC(CCC)=O)CCCCCCCC butanoic acid 2-octyldecyl ester